O1N=C(C=C1)C(=O)N Isoxazoleamide